C(CCCCCCC\C=C\CCCCCCCC)(=O)OC(CO)CO 1,3-dihydroxypropan-2-yl (9E)-octadec-9-enoate